6-iodo-7-isopropoxy-2-((tetrahydrofuran-3-yl)methyl)imidazo[1,2-a]pyrimidine IC=1C(=NC=2N(C1)C=C(N2)CC2COCC2)OC(C)C